7'-(6-(4,6-diphenyl-1,3,5-triazin-2-yl)pyridin-3-yl)spiro[cyclohexane-1,9'-fluorene]-2'-carbonitrile C1(=CC=CC=C1)C1=NC(=NC(=N1)C1=CC=CC=C1)C1=CC=C(C=N1)C1=CC=C2C=3C=CC(=CC3C3(C2=C1)CCCCC3)C#N